N-(2-(benzylamino)-1-(furan-2-yl)-2-oxoethyl)-N-cyclopentyl-4-(pyridin-1-yl)butanamide C(C1=CC=CC=C1)NC(C(C=1OC=CC1)N(C(CCCN1CC=CC=C1)=O)C1CCCC1)=O